C(C)(C)(C)OOC(C(C)C)=O tert.Butyl-peroxy-isobutyrate